1-ethyl-6-hydroxy-9-(4-fluorobenzyl)-N-((2-methoxybenzoyl)thio)-pyrido[3,4-b]indole-3-carboxamide C(C)C1=NC(=CC2=C1N(C1=CC=C(C=C21)O)CC2=CC=C(C=C2)F)C(=O)NSC(C2=C(C=CC=C2)OC)=O